methyl 5-chloro-6-fluoro-1H-pyrrolo[3,2-b]pyridine-2-carboxylate ClC1=C(C=C2C(=N1)C=C(N2)C(=O)OC)F